C(CCC)C1=NC=2C(=C(N=NC2N)C=2CNCC2)N1C 2-butyl-7-(2,5-dihydro-1H-pyrrol-3-yl)-1-methyl-imidazo[4,5-d]pyridazin-4-amine